CO\N=C(\C(=O)OC)/C1=C(C(=CC=C1)C)CO/N=C(\C)/C=1N(N=C(C1)C(F)(F)F)C methyl (2E)-2-methoxyimino-2-[3-methyl-2-[[(E)-1-[2-methyl-5-(trifluoromethyl)pyrazol-3-yl]ethylideneamino]oxymethyl]phenyl]acetate